N-[4-(2-{[(2R,7aS)-2-fluoro-hexahydropyrrolizin-7a-yl]methoxy}-8-fluoro-5-[(2S)-2-methylazetidin-1-yl]pyrido[4,3-d]pyrimidin-7-yl)-5-ethynyl-6-fluoronaphthalen-2-yl]methanesulfonamide F[C@@H]1C[C@@]2(CCCN2C1)COC=1N=CC2=C(N1)C(=C(N=C2N2[C@H](CC2)C)C2=CC(=CC1=CC=C(C(=C21)C#C)F)NS(=O)(=O)C)F